N1-(6-amino-5-methylpyridin-3-yl)-N2-methyl-N2-(6-(6-(methylcarbamoyl)pyridin-3-yl)-2,3-dihydrobenzofuran-3-yl)oxalamide NC1=C(C=C(C=N1)NC(C(=O)N(C1COC2=C1C=CC(=C2)C=2C=NC(=CC2)C(NC)=O)C)=O)C